4-methoxy-3-(methylamino)-N-[(1s,4s)-4-{[2-(difluoromethyl)imidazo[1,2-a]pyridin-5-yl]amino}cyclohexyl]benzamide COC1=C(C=C(C(=O)NC2CCC(CC2)NC2=CC=CC=3N2C=C(N3)C(F)F)C=C1)NC